3-[5-[1-(6-bromohexanoyl)-4-piperidyl]-1-oxo-isoindolin-2-yl]piperidine-2,6-dione BrCCCCCC(=O)N1CCC(CC1)C=1C=C2CN(C(C2=CC1)=O)C1C(NC(CC1)=O)=O